methyl 6-chloro-4-{1,4-dioxaspiro[4.5]dec-7-en-8-yl}-1-[(4-methoxyphenyl) methyl]-1H-pyrazolo[4,3-c]pyridine-7-carboxylate ClC1=C(C2=C(C(=N1)C1=CCC3(OCCO3)CC1)C=NN2CC2=CC=C(C=C2)OC)C(=O)OC